tert-butyl ((1S,4S)-4-((2-(trifluoromethyl)benzo[b]thiophen-4-yl)amino)cyclohexyl)carbamate FC(C1=CC2=C(S1)C=CC=C2NC2CCC(CC2)NC(OC(C)(C)C)=O)(F)F